Ethyl 2-((2-(trifluoromethyl)benzyl)amino)pyrimidine-5-carboxylate FC(C1=C(CNC2=NC=C(C=N2)C(=O)OCC)C=CC=C1)(F)F